4-chloro-2-(4-cyclopentylphenyl)-5-[[(3S)-tetrahydropyran-3-yl]methylamino]pyridazin-3-one ClC=1C(N(N=CC1NC[C@H]1COCCC1)C1=CC=C(C=C1)C1CCCC1)=O